3-(didodecylamino)-N1,N1,4-tri(dodecyl)-1-piperazineethylamine C(CCCCCCCCCCC)N(C1CN(CCN1CCCCCCCCCCCC)CCN(CCCCCCCCCCCC)CCCCCCCCCCCC)CCCCCCCCCCCC